FC1=C(C=CC(=C1C1=CC2=C(N=C(N=C2)S(=O)(=O)C)N(C1=O)C)F)NS(=O)(=O)N1C[C@@H](CC1)F (3R)-N-[2,4-difluoro-3-(8-methyl-2-methanesulfonyl-7-oxopyrido[2,3-d]pyrimidin-6-yl)phenyl]-3-fluoropyrrolidine-1-sulfonamide